O1CCOC2=NC=C(C=C12)NC1=NC(=NC=C1)NC=1C=NC(=C(C#N)C1)OC1CC(C1)N(C)C 5-[4-(2,3-dihydro-1,4-dioxa-5-aza-7-naphthylamino)-2-pyrimidinylamino]-2-[(1s,3s)-3-(dimethylamino)cyclobutoxy]nicotinonitrile